ClC1=NC=CC=C1S(=O)(=O)N(COC)C1=C(C(=NO1)C)Cl 2-chloro-N-(4-chloro-3-methylisoxazol-5-yl)-N-(methoxymethyl)pyridine-3-sulfonamide